CC1([C@H](C1)C(=O)N1CC2(C1)CN(CC2C=2OC(=NN2)CC2=NC(=CC=C2)C2CCOCC2)C=2C1=C(N=CN2)N=CS1)C ((S)-2,2-dimethylcyclopropyl)(8-(5-((6-(tetrahydro-2H-pyran-4-yl)pyridin-2-yl)methyl)-1,3,4-oxadiazol-2-yl)-6-(thiazolo[4,5-d]pyrimidin-7-yl)-2,6-diazaspiro[3.4]octan-2-yl)methanone